5-chloro-2-fluoropyridin-4-yl-4,5,6,7-tetrahydropyrazolo[1,5-a]pyridine ClC=1C(=CC(=NC1)F)C1=NN2C(CCCC2)=C1